OC=1N2N=CN=C2N=C(C1)C 4-hydroxy-6-methyl-1,3,3a,7-tetraazaindene